1-(4-fluorobenzyl)-3-(p-tolyl)isoquinoline FC1=CC=C(CC2=NC(=CC3=CC=CC=C23)C2=CC=C(C=C2)C)C=C1